3-(4-(((1R,4R)-4-aminocyclohexyl)amino)-1-oxoisoindolin-2-yl)piperidine-2,6-dione NC1CCC(CC1)NC1=C2CN(C(C2=CC=C1)=O)C1C(NC(CC1)=O)=O